S1OOC=C1 3,2-dioxathiophene